NCCN(C(CCOCCNC(OC(C)(C)C)=O)=O)CCNC(CCOCCOCCC(=O)OCC=C)=O allyl 12-(2-aminoethyl)-2,2-dimethyl-4,11,16-trioxo-3,8,19,22-tetraoxa-5,12,15-triazapentacosan-25-oate